(Diethylamino)-3'-methyl-2'-(phenylamino)spiro[2-benzofuran-3,9'-xanthene]-1-one C(C)N(CC)C1=C(C(=CC=2OC3=CC=CC=C3C3(C12)OC(C1=C3C=CC=C1)=O)C)NC1=CC=CC=C1